6-(4-methylbenzyl)-3-(3-cyanobenzyl)-1,2,3,4,6,8,9,10-octahydro-5H-pyrido[3,4-e]pyrimido[1,2-a]pyrimidin-5-one CC1=CC=C(CN2C=3N(C4=C(C2=O)CN(CC4)CC4=CC(=CC=C4)C#N)CCCN3)C=C1